C1(CC1)OC=1C=C2C(=NNC2=CC1)C=1C=C(C(N(N1)C)=O)N1CCOCC1 6-[5-(cyclopropoxy)-1H-indazol-3-yl]-2-methyl-4-morpholino-pyridazin-3-one